1-(5-((4-(4-amino-3-(4-phenoxyphenyl)-1H-pyrazolo[3,4-d]pyrimidin-1-yl)piperidin-1-yl)methyl)-1-oxoisoindolin-2-yl)dihydropyrimidine-2,4(1H,3H)-dione NC1=C2C(=NC=N1)N(N=C2C2=CC=C(C=C2)OC2=CC=CC=C2)C2CCN(CC2)CC=2C=C1CN(C(C1=CC2)=O)N2C(NC(CC2)=O)=O